9-(4-acetoxy-3-(acetoxymethyl)butyl)adenine C(C)(=O)OCC(CCN1C2=NC=NC(=C2N=C1)N)COC(C)=O